NC1=NC=CC=C1C1=NC=2C(=NC(=CC2)C2=CC=CC=C2)N1C1=CC=C(CN2CCN(CC2)NC#N)C=C1 N-(4-(4-(2-(2-Aminopyridin-3-yl)-5-phenyl-3H-imidazo[4,5-b]pyridin-3-yl)benzyl)piperazin-1-yl)cyanamide